[Cl-].C(C1=CC=CC=C1)(=O)O[C@H]1C(O)O[C@@H]([C@H]1OC(C1=CC=CC=C1)=O)COC(C1=CC=CC=C1)=O 2,3,5-tri-O-benzoyl-D-ribofuranose chloride